1-(4-((5-fluoro-4-(3-(oxetan-3-yl)phenyl)pyrimidin-2-yl)amino)piperidin-1-yl)ethan-1-one FC=1C(=NC(=NC1)NC1CCN(CC1)C(C)=O)C1=CC(=CC=C1)C1COC1